FC=1C=C2C(=C(NC2=CC1)C)CCNC(OCC1=CC=CC=C1)=O Benzyl (2-(5-fluoro-2-methyl-1H-indol-3-yl)ethyl)carbamate